2,3,4-trifluoro-1-iodo-5-nitrobenzene FC1=C(C=C(C(=C1F)F)[N+](=O)[O-])I